(2r,3r)-ethyl-3-(2-chlorothiazol-5-yl)-2,3-dihydroxypropionate C(C)OC([C@@H]([C@@H](O)C1=CN=C(S1)Cl)O)=O